C(C)(C)(C)OC(=O)N([C@@H](COCC1=NN(C=C1B(O)O)C)C)C [3-[[(2R)-2-[tert-butoxycarbonyl(methyl)amino]propoxy]methyl]-1-methyl-pyrazol-4-yl]boronic acid